1'-tert-butyl 6-methyl 5-(bromomethyl)-2H-spiro[1-benzofuran-3,4'-piperidine]-1',6-dicarboxylate BrCC=1C(=CC2=C(C1)C1(CCN(CC1)C(=O)OC(C)(C)C)CO2)C(=O)OC